6-(1-hydroxyethyl)benzene tert-butyl-4-(4-bromo-1H-pyrazol-1-yl)-3-hydroxypiperidine-1-carboxylate C(C)(C)(C)OC(=O)N1CC(C(CC1)N1N=CC(=C1)Br)O.OC(C)C1=CC=CC=C1